((S)-3,3,3-trifluoro-2-hydroxy-2-methyl-propyl)-amide FC([C@@](C[NH-])(C)O)(F)F